(S)-3-(3-(4-hydroxy-1-methyl-2-oxo-1,2-dihydropyridin-3-yl)ureido)-3-(3'-methoxy-5-methylbiphenyl-3-yl)propanoic acid ethyl ester C(C)OC(C[C@@H](C=1C=C(C=C(C1)C)C1=CC(=CC=C1)OC)NC(=O)NC=1C(N(C=CC1O)C)=O)=O